N1C=C(C2=CC=CC=C12)B1OC(C)(C)C(C)(C)O1 1H-indole-3-boronic acid pinacol ester